CC1=NC=CC=C1C=1N=C(SC1)N 4-(2-methylpyridin-3-yl)thiazol-2-amine